hexadecene-1-aldehyde C(C=CCCCCCCCCCCCCC)=O